2-chloro-N-(3,5-dichlorobenzyl)acetamide ClCC(=O)NCC1=CC(=CC(=C1)Cl)Cl